(3-aminopyrrolidin-1-yl)(4-benzyl-3,4-dihydroquinoxaline-1(2H)-yl)methanone NC1CN(CC1)C(=O)N1CCN(C2=CC=CC=C12)CC1=CC=CC=C1